C(CCCCCCCCCCCCCCC)(=O)[O-].[Ti+4].C(CCCCCCCCCCCCCCC)(=O)[O-].C(CCCCCCCCCCCCCCC)(=O)[O-].C(CCCCCCCCCCCCCCC)(=O)[O-] Titanium Palmitate